(4R,4'R)-2,2'-cyclopropylidenebis[4,5-dihydro-4-phenyloxazole] C1(CC1)(C=1OC[C@H](N1)C1=CC=CC=C1)C=1OC[C@H](N1)C1=CC=CC=C1